BrC1=CC=C(C(=N1)F)[Sn](CCCC)(CCCC)CCCC (6-bromo-2-fluoro-pyridin-3-yl)-tributylstannane